(5R)-3-(4-(3-oxa-8-aza-bicyclo[3.2.1]oct-8-yl)-3,5-difluorophenyl)-5-(hydroxymethyl)oxazolidin-2-one C12COCC(CC1)N2C2=C(C=C(C=C2F)N2C(O[C@H](C2)CO)=O)F